C(#N)C1(CC1)NC([C@H](CC=1OC2=C(N1)C=CC(=C2)C=2C=NC(=CC2)NCC)NC(=O)C2=CC(=NN2C2CC2)C2(CC2)C)=O (S)-N-(1-((1-cyanocyclopropyl)amino)-3-(6-(6-(ethylamino)pyridin-3-yl)benzo[d]oxazol-2-yl)-1-oxopropan-2-yl)-1-cyclopropyl-3-(1-methylcyclopropyl)-1H-pyrazole-5-carboxamide